4-hydroxy-1-(pyridin-3-yl)-1H-pyrazole-3-carboxamide OC=1C(=NN(C1)C=1C=NC=CC1)C(=O)N